C(C)(C)(C)OC1=CC=C(C=C1)P(C1=CC=C(C=C1)OC(C)(C)C)C1=CC=C(C=C1)OC(C)(C)C tri(p-t-butoxyphenyl)phosphine